N1(CCCCC1)CC1=CC=C(O1)C1=CC2=C(SCC(N2)=O)C=C1 6-(5-(piperidin-1-ylmethyl)furan-2-yl)-2H-benzo[b][1,4]thiazin-3(4H)-one